NC1(CC1)COC=1C=C(C=2N(C1)N=CC2C#N)C=2C=CC(=NC2)N2CCC(CC2)(C)NC(=O)C2=NC=CC=C2CCl N-(1-(5-(6-((1-aminocyclopropyl)methoxy)-3-cyanopyrazolo[1,5-a]pyridin-4-yl)pyridin-2-yl)-4-methylpiperidin-4-yl)-3-chloromethyl-pyridineamide